1-(Pyrazine-2-yl)ethane-1,2-diol N1=C(C=NC=C1)C(CO)O